Methyl 1-[[(4,5,6,7,8,9-hexahydrocycloocta[b]thiophen-2-ylcarbonyl) amino] methyl]-3-hydroxycyclobutanecarboxylate S1C2=C(C=C1C(=O)NCC1(CC(C1)O)C(=O)OC)CCCCCC2